7-(tetramethyl-1,3,2-dioxaborolan-2-yl)imidazo[1,5-a]pyridine CC1(C(OB(O1)C1=CC=2N(C=C1)C=NC2)(C)C)C